C(C)(=O)N1CC(CC1)NC(=O)C1=NNC2=C(C(=CC=C12)C1=C(C(=CC=C1F)NS(=O)(=O)C=1C(=NC=C(C1)Cl)OC)F)F N-(1-acetylpyrrolidin-3-yl)-6-[3-(5-chloro-2-methoxypyridine-3-sulfonamido)-2,6-difluorophenyl]-7-fluoro-1H-indazole-3-carboxamide